phenyl 2-(2-tert-butyl-2-hydroxy-5-methoxyphenyl)-2H-benzotriazole-5-carboxylate C(C)(C)(C)C1(C(C=C(C=C1)OC)N1N=C2C(=N1)C=CC(=C2)C(=O)OC2=CC=CC=C2)O